tert-butyl 3-methyl-6-Thiazol-5-Yl-3,4-dihydro-2H-pyridine-1-carboxylate CC1CN(C(=CC1)C1=CN=CS1)C(=O)OC(C)(C)C